FC=1C=CC(=C(C1)C1CCN(CC1)[C@H]1CC2(CN(C2)C(=O)C2(CC2)F)CC1)C1CCOCC1 (R)-(6-(4-(5-fluoro-2-(tetrahydro-2H-pyran-4-yl)phenyl)piperidin-1-yl)-2-azaspiro[3.4]octan-2-yl)(1-fluorocyclopropyl)methanone